N',N-dicyclohexyl-terephthalamide C1(CCCCC1)NC(C1=CC=C(C(=O)NC2CCCCC2)C=C1)=O